(S)-2-(6-methyl-4-oxopyrrolo[1,2-d][1,2,4]triazin-3(4H)yl)-N-(1-(p-tolyl)ethyl)acetamide CC1=CC=C2N1C(N(N=C2)CC(=O)N[C@@H](C)C2=CC=C(C=C2)C)=O